NCC#CC1=CC=C(O1)C#CCCN 4-(5-(3-aminoprop-1-yn-1-yl)furan-2-yl)but-3-yn-1-amine